F[C@@H]1[C@H](C[C@@H](CC1)O)N1C(C(=CC2=C1N=C(N=C2)NC2(C(CN(CC2([2H])[2H])S(=O)(=O)C)([2H])[2H])[2H])C([2H])([2H])[2H])=O (-)-8-((1S,2S,5R)-2-fluoro-5-hydroxycyclohexyl)-6-(methyl-d3)-2-((1-(methylsulfonyl)piperidin-4-yl-3,3,4,5,5-d5)-amino)pyrido[2,3-d]pyrimidin-7(8H)-one